5-(2-ethylhexoxy)phenol C(C)C(COC=1C=CC=C(C1)O)CCCC